CC1=C(C2=CC=CC=C2C=C1)CC1=CN=C2C(=NC(=NN21)OC[C@H]2N(CCC2)C)O (S)-7-((2-Methylnaphthalen-1-yl)methyl)-2-((1-Methylpyrrolidin-2-yl)methoxy)imidazo[2,1-f][1,2,4]triazin-4-ol